CN1C([C@@H](CC1)NC1=NC=2C=CC=CC2C=2N1N=C(N2)C2=CSC(=C2)C)=O (3R)-1-methyl-3-{[2-(5-methylthiophen-3-yl)[1,2,4]triazolo[1,5-c]quinazolin-5-yl]amino}pyrrolidin-2-one